ClC1=CC=C(C=C1)S(=O)(=O)OC=1C=C(C=CC1)NC(=O)NC1=CC(=CC=C1)OS(=O)(=O)C1=CC=C(C=C1)Cl N,N'-di-[3-(p-chlorobenzenesulfonyloxy)phenyl]urea